tert-butyl 2-(5-bromo-2-fluorophenyl)-2-{5-[2-(3-fluoroazetidin-1-yl)ethyl]-2-oxo-4-(trifluoromethyl)pyridin-1-yl}acetate BrC=1C=CC(=C(C1)C(C(=O)OC(C)(C)C)N1C(C=C(C(=C1)CCN1CC(C1)F)C(F)(F)F)=O)F